5-bromo-1-methyl-3-(1-methyl-1H-pyrazol-4-yl)-1H-indazole BrC=1C=C2C(=NN(C2=CC1)C)C=1C=NN(C1)C